C(C)(C)OC=1C=2N(C=NC1C=1C=NNC1)N=C(N2)N[C@@H]2[C@@H](CN(CC2)S(=O)(=O)CCCN(C)C(C)C)C 8-Isopropoxy-N-((3R,4S)-1-((3-(isopropyl(methyl)amino)propyl)sulfonyl)-3-methylpiperidin-4-yl)-7-(1H-pyrazol-4-yl)-[1,2,4]triazolo[1,5-c]pyrimidin-2-amine